ClC1=NC(=CC(=N1)Cl)C1=CC=C(C=C1)OC 2,4-dichloro-6-(4-methoxyphenyl)pyrimidine